Cl.NC1CCN(CC1)C(C)=O (4-aminopiperidin-1-yl)ethan-1-one hydrochloride